ClC1=CC(=C(N=N1)CN1C(C2=CC=CC=C2C1=O)=O)NC1CCCC1 2-((6-chloro-4-(cyclopentylamino)pyridazin-3-yl)methyl)isoindoline-1,3-dione